C(C)C=1C(NC=2C=C(C=NC2C1)CN1CC(C1)NC=1C=CC(=NC1)C(=O)NC)=O 5-((1-((7-ethyl-6-oxo-5,6-dihydro-1,5-naphthyridin-3-yl)methyl)azetidin-3-yl)amino)-N-methylpicolinamide